COC=1C=C(CN2C(C=CC(=C2)C2=NC(=NC(=C2)F)S(=O)(=O)C)=O)C=CC1OC 1-(3,4-dimethoxybenzyl)-5-(6-fluoro-2-(methylsulfonyl)pyrimidin-4-yl)pyridin-2(1H)-one